FC(C(C(C)(C)F)O)(F)F 1,1,1,3-tetrafluoro-3-methyl-2-butanol